CN(C=1C2=C(N=CN1)CN(CC2)C(=O)C2=C(OC=1N=CN=C(C12)NC1(CC1)C)C)C 5-[4-(dimethylamino)-5h,6h,7h,8h-pyrido[3,4-d]pyrimidine-7-carbonyl]-6-methyl-N-(1-methylcyclopropyl)furo[2,3-d]pyrimidin-4-amine